tin 2-ethyl-2,5-dimethylhexanoate C(C)C(C(=O)[O-])(CCC(C)C)C.[Sn+4].C(C)C(C(=O)[O-])(CCC(C)C)C.C(C)C(C(=O)[O-])(CCC(C)C)C.C(C)C(C(=O)[O-])(CCC(C)C)C